ClC1=C(C=CC=C1)N1C=2N(C3=C(C1=O)C=NC(=N3)NC3=CC=C1C(CN(CC1=C3)CC3CC3)(C)C)C=CN2 6-(2-chlorophenyl)-2-{[2-(cyclopropylmethyl)-4,4-dimethyl-1,2,3,4-tetrahydroisoquinolin-7-yl]amino}imidazo[1,2-a]pyrimido[5,4-e]pyrimidin-5(6H)-one